C(#N)CN(C(C)C=1C=CC=CC1)C1=NC(=NC(=C1)C1=CC(=CC=C1)OC)C N-(cyanomethyl)-3-(1-{[6-(3-methoxyphenyl)-2-methylpyrimidin-4-yl]amino}ethyl)benzene